5H-5,8-EPIMINOCYCLOHEPTA[C]PYRIDINE-10-CARBOXAMIDE C1=NC=CC2=C1C=C1C=CC2N1C(=O)N